tert-butyl (R)-3-(4-(3,4-dichloro-2-fluorophenoxy)quinazolin-6-yl)piperidine-1-carboxylate ClC=1C(=C(OC2=NC=NC3=CC=C(C=C23)[C@@H]2CN(CCC2)C(=O)OC(C)(C)C)C=CC1Cl)F